PHENANTHREN-3-YLPIPERAZINCARBOXYLAT C1=CC(=CC=2C3=CC=CC=C3C=CC12)OC(=O)N1CCNCC1